3-((3-(2-mono(dimethylamino) ethyl)-1H-indol-5-yl) oxy)-3-oxopropanoate CN(CCC1=CNC2=CC=C(C=C12)OC(CC(=O)[O-])=O)C